8-((2-fluoro-6-methoxybenzyl)oxy)-3-nitro-N-propylimidazo[1,2-a]pyridine-2-carboxamide FC1=C(COC=2C=3N(C=CC2)C(=C(N3)C(=O)NCCC)[N+](=O)[O-])C(=CC=C1)OC